Methyl (E)-8-(4,4,5,5-tetramethyl-1,3,2-dioxaborolan-2-yl)oct-7-enoate CC1(OB(OC1(C)C)/C=C/CCCCCC(=O)OC)C